N'-acetyl-4-amino-N-(2-fluoro-4-(5-(trifluoromethyl)thiophen-2-yl)benzyl)-N',1-dimethyl-1H-pyrazolo[4,3-c]quinoline-8-carbohydrazide C(C)(=O)N(N(C(=O)C1=CC=2C3=C(C(=NC2C=C1)N)C=NN3C)CC3=C(C=C(C=C3)C=3SC(=CC3)C(F)(F)F)F)C